Ethyl (1R,2R,3aS,10aR)-7-fluoro-1-formyl-2-(tetrahydro-2H-pyran-2-yloxy)-2,3,3a,9,10,10a-hexahydro-1H-benzo[b]cyclopenta[f]oxepin-6-carboxylate FC1=CC2=C(O[C@@H]3[C@H](CC2)[C@H]([C@@H](C3)OC3OCCCC3)C=O)C=C1C(=O)OCC